methyl-2,3-difluoropyridine CC1=C(C(=NC=C1)F)F